BrC1=NC=CC(=C1OC)C 2-bromo-3-methoxy-4-methylpyridine